tert-butyl 2-(3'-(3-(2-oxa-7-azaspiro[4.5]dec-7-yl) propoxy)-2,2'-dimethyl-[1,1'-biphenyl]-3-yl)-6,7-dihydrothiazolo[5,4-c]pyridine-5(4H)-carboxylate C1OCCC12CN(CCC2)CCCOC=2C(=C(C=CC2)C2=C(C(=CC=C2)C=2SC=1CN(CCC1N2)C(=O)OC(C)(C)C)C)C